ClC=1C=C(C=C2C(=C(C=NC12)C#N)NC=1C=NC(=C(C1)F)F)N[C@H](C=1N=NNC1)C1=C2CCNC2=CC=C1 (S)-8-chloro-4-((5,6-difluoropyridin-3-yl)amino)-6-((indolin-4-yl(1H-1,2,3-triazol-4-yl)methyl)amino)quinoline-3-carbonitrile